C(#N)C1=C(OC=2C=C3C(N(C=NC3=CC2)C2CC3(C2)CCN(CC3)C(=O)OC(C)(C)C)=O)C=CC=C1NS(N(C)CC)(=O)=O tert-butyl 2-[6-[2-cyano-3-[[ethyl(methyl)sulfamoyl]amino]phenoxy]-4-oxo-quinazolin-3-yl]-7-azaspiro[3.5]nonane-7-carboxylate